benzyl (((1R,5S,6r)-6-(5-methyl-1,3,4-thiadiazol-2-yl)-3-azabicyclo[3.1.0]hexan-6-yl)methyl)carbamate hydrochloride Cl.CC1=NN=C(S1)C1([C@H]2CNC[C@@H]12)CNC(OCC1=CC=CC=C1)=O